FC(C1=CC=C(C=C1)C1(CNC1)O)(F)F 3-(4-(trifluoromethyl)phenyl)azetidin-3-ol